tert-Butyl 3-[[2-[(2S)-2-(1H-indole-2-carbonylamino)-4-methyl-pentanoyl]hydrazino]methyl]-2-oxo-pyrrolidine-1-carboxylate N1C(=CC2=CC=CC=C12)C(=O)N[C@H](C(=O)NNCC1C(N(CC1)C(=O)OC(C)(C)C)=O)CC(C)C